(1-(6-chloro-1-(pyridin-2-yl)-1H-indazol-3-yl)ethyl)-3-methyl-1H-pyrazolo[3,4-d]pyrimidin-4-amine ClC1=CC=C2C(=NN(C2=C1)C1=NC=CC=C1)C(C)N1N=C(C=2C1=NC=NC2N)C